1-ethyl-3-methylimidazolium ethyl-sulphate (3-(3-(benzyloxy)phenyl)cyclopentyl)methyl-4-methylbenzenesulfonate C(C1=CC=CC=C1)OC=1C=C(C=CC1)C1CC(CC1)COS(=O)(=O)C1=CC=C(C=C1)C.C(C)OS(=O)(=O)[O-].C(C)N1C=[N+](C=C1)C